FC=1C=C2C(N(C(=NC2=CC1)C)C1=CC=C(C=C1)S)=O 6-fluoro-3-(4-mercaptophenyl)-2-methyl-quinazolin-4(3H)-one